6-chloro-4-(4-(2-fluorophenoxy)piperidin-1-yl)-1-methyl-2-oxo-1,2-dihydro-1,5-naphthyridine-3-carbonitrile ClC=1N=C2C(=C(C(N(C2=CC1)C)=O)C#N)N1CCC(CC1)OC1=C(C=CC=C1)F